resveratrol tricyanate [O-]C#N.[O-]C#N.[O-]C#N.C1(=CC(O)=CC(O)=C1)C=CC1=CC=C(O)C=C1